ClC=1C=C(C(=C(C1)O)C1=NC=2C(=NC=C(N2)N2CCN(CC2)C)N1C)C 5-chloro-3-methyl-2-[1-methyl-5-(4-methylpiperazin-1-yl)imidazo[4,5-b]pyrazin-2-yl]phenol